NC1=CC=C(C=C1)C(=O)C1=CC=C(C=C1)O (4-aminophenyl)(4-hydroxyphenyl)methanone